C(#N)C(=C[C@H]1C([C@@H]1C(=O)O)(C)C)C (1R)-trans-3-(2-cyano-1-propenyl)-2,2-dimethylcyclopropanecarboxylic acid